di-tert-butyl-[2,3,4,5-tetramethyl-6-(2,4,6-triisopropylphenyl)phenyl]phosphine C(C)(C)(C)P(C1=C(C(=C(C(=C1C1=C(C=C(C=C1C(C)C)C(C)C)C(C)C)C)C)C)C)C(C)(C)C